4-Bromo-6-chloro-5-iodo-1-(triisopropylsilyl)-1H-indazole BrC1=C2C=NN(C2=CC(=C1I)Cl)[Si](C(C)C)(C(C)C)C(C)C